8-(5-methoxy-1H-benzo[d][1,2,3]triazol-1-yl)-2,3,4,5-tetrahydro-1H-benzo[c]azepine hydrochloride Cl.COC1=CC2=C(N(N=N2)C=2C=CC3=C(CNCCC3)C2)C=C1